nickel di(dimethyldithiocarbamate) CN(C([S-])=S)C.CN(C([S-])=S)C.[Ni+2]